3-iodo-4-methyl-N-(4-((4-methyl-piperazin-1-yl)methyl)-3-(trifluoromethyl)phenyl)benzamide IC=1C=C(C(=O)NC2=CC(=C(C=C2)CN2CCN(CC2)C)C(F)(F)F)C=CC1C